N~2~-[(2S,3S)-2-[(3'-fluoro[1,1'-biphenyl]-3-yl)methyl]-1-(1-hydroxycyclobutane-1-carbonyl)pyrrolidin-3-yl]-N~1~,N~1~-dimethylethanediamide FC=1C=C(C=CC1)C1=CC(=CC=C1)C[C@@H]1N(CC[C@@H]1NC(C(=O)N(C)C)=O)C(=O)C1(CCC1)O